C[C@@]1(OC2=C(C=C(C=C2CC1)OCCCCC)C)CCC[C@@H](CCC[C@@H](CCCC(C)C)C)C (R)-2,8-dimethyl-6-((pentyl)oxy)-2-((4R,8R)-4,8,12-trimethyltridecyl)chromane